1,2-di-O-phytyl-sn-glycero-3-phosphorylcholine C(\C=C(/C)\CCC[C@H](C)CCC[C@H](C)CCCC(C)C)OC[C@@H](OC\C=C(/C)\CCC[C@H](C)CCC[C@H](C)CCCC(C)C)COP(=O)(O)OCC[N+](C)(C)C